FC1([C@@H](CC1)N1C=C(C(=CC1=O)NC1[C@@H]2CN(C[C@H]12)C)C(=O)N[C@H](C)C1=C(C(=CC=C1)C(F)F)F)F 1-((R)-2,2-difluorocyclobutyl)-N-((R)-1-(3-(difluoromethyl)-2-fluorophenyl)ethyl)-4-(((1R,5s,6s)-3-methyl-3-azabicyclo[3.1.0]hex-6-yl)amino)-6-oxo-1,6-dihydropyridine-3-carboxamide